1-dodecyl-3-methylimidazole bistrifluorosulfinamide salt FN(S(=O)F)F.FN(S(=O)F)F.C(CCCCCCCCCCC)N1CN(C=C1)C